N-(4,5-dichloro-2-(4,4,5,5-tetramethyl-1,3,2-dioxaborolan-2-yl)phenyl)-4-methylbenzenesulfonamide ClC1=CC(=C(C=C1Cl)NS(=O)(=O)C1=CC=C(C=C1)C)B1OC(C(O1)(C)C)(C)C